C(\C=C/C)(=O)OCC ethyl (Z)-but-2-enoate